4-[3-[2-(3-amino-6-chloro-pyridazin-4-yl)ethynyl]cyclobutoxy]piperidine-1-carboxylic acid tert-butyl ester C(C)(C)(C)OC(=O)N1CCC(CC1)OC1CC(C1)C#CC1=C(N=NC(=C1)Cl)N